Ruthenium Carbonat C([O-])([O-])=O.[Ru+3].C([O-])([O-])=O.C([O-])([O-])=O.[Ru+3]